C1(=CC=CC=C1)S(=O)(=O)NC(C(N)=S)CC1=CC(=CC=C1)C#N 2-benzenesulfonamido-3-(3-cyanophenyl)propanethioamide